(2S,6R)-2-((4-bromophenoxy)methyl)-6-(methoxymethyl)-1,4-dioxan BrC1=CC=C(OC[C@H]2O[C@@H](COC2)COC)C=C1